ClC1=C(OCC=2OC(=CN2)C(=O)N2CCN(CC2)CC2=NC3=C(N2CC2=CN=CN2CC)C=C(C=C3)C(=O)O)C=CC(=C1)Cl 2-[(4-{2-[(2,4-dichlorophenoxy)methyl]-1,3-oxazole-5-carbonyl}piperazin-1-yl)methyl]-1-[(1-ethyl-1H-imidazol-5-yl)methyl]-1H-1,3-benzodiazole-6-carboxylic acid